1,3,3-trimethyl-5-((4-(4-(trifluoromethyl)piperidin-1-yl)phenyl)amino)indolin-2-one CN1C(C(C2=CC(=CC=C12)NC1=CC=C(C=C1)N1CCC(CC1)C(F)(F)F)(C)C)=O